C1(CC1)CN1N=CC(=C1)C1=CC=CC(=N1)C(=O)NC=1C(=NC=C(C1)N1C[C@](CC1)(OC)C(C)(C)O)C(F)(F)F (S)-6-(1-(cyclopropylmethyl)-1H-pyrazol-4-yl)-N-(5-(3-(2-hydroxypropan-2-yl)-3-methoxypyrrolidin-1-yl)-2-(trifluoromethyl)pyridin-3-yl)picolinamide